CC(C)C(CCCN)C(C)N 4-(1-methylethyl)-1,5-diaminohexane